methyl 3-(4-chlorophenyl)-3-(2-isopropoxy carbonyl-amino-3-methyl-butyryl amino)propionate ClC1=CC=C(C=C1)C(CC(=O)OC)N(C(C(C(C)C)C(=O)OC(C)C)=O)N